O1CCC(CC1)N1N=CC(=C1)B1OC(C)(C)C(C)(C)O1 1-(tetrahydropyran-4-yl)-1H-pyrazole-4-boronic acid pinacol ester